l-N'-[6-[(6,7-dimethoxy-1,5-naphthyridin-4-yl)oxy]-5-fluoropyridin-3-yl]-1-N-(4-fluorophenyl)cyclopropane-1,1-dicarboxamide COC=1N=C2C(=CC=NC2=CC1OC)OC1=C(C=C(C=N1)NC(=O)C1(CC1)C(=O)NC1=CC=C(C=C1)F)F